4-(2-(3-chloro-5-(trifluoromethyl)phenyl)-6-fluoro-2H-pyrazolo[4,3-b]pyridin-7-yl)-2-cyclopentyl-benzoic acid ClC=1C=C(C=C(C1)C(F)(F)F)N1N=C2C(N=CC(=C2C2=CC(=C(C(=O)O)C=C2)C2CCCC2)F)=C1